methyl 3-chloro-5-[[2-fluoro-5-[(2R)-2-(2-hydroxyethyl) pyrrolidin-1-yl] phenyl] sulfamoyl]-4-methoxybenzoate ClC=1C=C(C(=O)OC)C=C(C1OC)S(NC1=C(C=CC(=C1)N1[C@H](CCC1)CCO)F)(=O)=O